[N+](=O)([O-])C=1C(=NN(C1)COCC[Si](C)(C)C)OC1CCOCC1 4-nitro-3-((tetrahydro-2H-pyran-4-yl)oxy)-1-((2-(trimethylsilyl)ethoxy)methyl)-1H-pyrazole